tert-butyl 3,6-diazabicyclo[3.1.1]heptane-3-carboxylate C12CN(CC(N1)C2)C(=O)OC(C)(C)C